Ethyl-3-((trans)-2-methylcyclopropyl)-1H-pyrazole C(C)N1N=C(C=C1)[C@H]1[C@@H](C1)C